OC1=CC=C(C=C1)C(CCCCCCCCCCCCCC)C1=CC=C(C=C1)O 1,1-bis(4-hydroxyphenyl)pentadecane